CC1=C(C(=O)NC=2NN3C(=NC(=CC3=O)C3=CC=CC=C3)N2)C=CC=C1 2-methyl-N-(7-oxo-5-phenyl-1H-[1,2,4]triazolo[1,5-a]pyrimidin-2-yl)benzamide